C(CCC)OC(NC1=CC=CC=C1)=O N-phenyl-carbamic acid butyl ester